NC=1C=C(C=CC1)S(=O)(=O)C1=CC=C(C=C1)N (3-aminophenyl)(4-aminophenyl)sulfone